6-chloro-3-methylpyridinecarboxylic acid ClC1=CC=C(C(=N1)C(=O)O)C